(R)-N-(2,2,2-trifluoro-1-(4-fluorophenyl)ethyl)pyrazolo[1,5-a]pyrimidine-6-sulfonamide FC([C@@H](C1=CC=C(C=C1)F)NS(=O)(=O)C=1C=NC=2N(C1)N=CC2)(F)F